ClC=1N(N=C2C(N(N=CC21)C(CCl)C(C)O)=O)CC2=C(C=CC=C2)F 3-chloro-6-(1-chloro-3-hydroxybutan-2-yl)-2-(2-fluorobenzyl)-2,6-dihydro-7H-pyrazolo[3,4-d]pyridazin-7-one